O1CCN(CC1)C=1N=C(C=NC1)C(=O)N 5-morpholinopyrazine-3-carboxamide